C(C1=CC=CC=C1)N1CC(CCC1)C1=NC=2N(C=C1)N=C(C2C=O)C (1-benzylpiperidin-3-yl)-2-methylpyrazolo[1,5-a]pyrimidine-3-carbaldehyde